O=CCCCC(=O)O 5-oxo-n-pentanoic acid